2-(2,3-dihydro-1,4-benzodioxin-6-yl)acetic acid O1CCOC2=C1C=CC(=C2)CC(=O)O